(S)-5-(4-(pyrazolo[1,5-a]pyridin-2-yl)-4,5,6,7-tetrahydro-1H-imidazo[4,5-c]pyridine-5-carbonyl)oxazole-4-carbonitrile N1=C(C=C2N1C=CC=C2)[C@H]2N(CCC1=C2N=CN1)C(=O)C1=C(N=CO1)C#N